ClC=1C(=C(CNC[C@H]2N(C[C@@H](C2)F)C(=O)OC(C)(C)C)C=CC1)F tert-Butyl (2S,4R)-2-(((3-chloro-2-fluorobenzyl)amino)methyl)-4-fluoropyrrolidine-1-carboxylate